CC=1C=C(C=C(C1OCCC)C)C=1C=C2CCC([C@H](C2=CC1F)NC(O[C@@H]1CN2CCC1CC2)=O)(C)C (S)-quinuclidin-3-yl ((R)-6-(3,5-dimethyl-4-propoxyphenyl)-7-fluoro-2,2-dimethyl-1,2,3,4-tetrahydronaphthalen-1-yl)carbamate